N,N'-diallyl-4-hydroxybenzohydrazide C(C=C)N(NCC=C)C(C1=CC=C(C=C1)O)=O